(4-amino-2-chloro-7-(pyrimidin-4-yl)pyrazolo[1,5-a]pyrazin-6-yl)benzonitrile NC=1C=2N(C(=C(N1)C1=C(C#N)C=CC=C1)C1=NC=NC=C1)N=C(C2)Cl